ethyl (S)-1-(2-((t-butoxycarbonyl) amino) propyl)-2-methyl-1H-pyrrole-3-carboxylate C(C)(C)(C)OC(=O)N[C@H](CN1C(=C(C=C1)C(=O)OCC)C)C